2-(2-hydroxyprop-2-yl)pyridine-4-carboxylic acid OC(C)(C)C1=NC=CC(=C1)C(=O)O